C(#N)C=1C=CC(=C(C1)C1=CC(=NC=C1C(=O)NC=1SC2=C(N1)CN(C2)C(=O)C2CC(C2)C)C)OC 4-(5-Cyano-2-methoxyphenyl)-6-methyl-N-(5-(3-methyl-cyclobutane-1-carbonyl)-5,6-dihydro-4H-pyrrolo[3,4-d]thiazol-2-yl)nicotinamide